N-(3-(2-chloro-5-fluorophenyl)-1-oxo-6-(thiazol-2-yl)isoindol-4-yl)-5-(trifluoromethyl)bicyclo[3.1.1]heptane-1-carboxamide ClC1=C(C=C(C=C1)F)C1=NC(C2=CC(=CC(=C12)NC(=O)C12CCCC(C1)(C2)C(F)(F)F)C=2SC=CN2)=O